N-((6-(3-(4-amino-1-isopropyl-1H-pyrazolo[3,4-d]pyrimidin-3-yl)-5-cyclopropylisoxazol-4-yl)pyridin-3-yl)methyl)-10-(4-(4-((2,6-dioxopiperidin-3-yl)oxy)phenyl)piperidin-1-yl)decanamide NC1=C2C(=NC=N1)N(N=C2C2=NOC(=C2C2=CC=C(C=N2)CNC(CCCCCCCCCN2CCC(CC2)C2=CC=C(C=C2)OC2C(NC(CC2)=O)=O)=O)C2CC2)C(C)C